7-(4-fluorophenyl)-N-(1H-indazol-5-yl)-2-(2-methoxyphenyl)-5-methyl-4,7-dihydropyrazolo[1,5-a]pyrimidine-6-carboxamide FC1=CC=C(C=C1)C1C(=C(NC=2N1N=C(C2)C2=C(C=CC=C2)OC)C)C(=O)NC=2C=C1C=NNC1=CC2